3-(3-(4-(((2-fluoropyridin-4-yl)amino)methyl)benzyl)isoxazol-5-yl)pyridin FC1=NC=CC(=C1)NCC1=CC=C(CC2=NOC(=C2)C=2C=NC=CC2)C=C1